ClC=1C(=NC(=CC1)C)C(=O)N[C@@H](CCOC1CC(C1)CCC1=NC=2NCCCC2C=C1)C(=O)O N-(3-chloro-6-methylpyridinoyl)-O-((1R,3R)-3-(2-(5,6,7,8-tetrahydro-1,8-naphthyridin-2-yl)ethyl)cyclobutyl)homoserine